methyl N-[5-chloro-3-[[(1S)-3-(methylamino)-1-[[(3S,5R)-5-methyl-2-oxo-pyrrolidin-3-yl]methyl]-2,3-dioxo-propyl]carbamoyl]-2-pyridyl]carbamate ClC=1C=C(C(=NC1)NC(OC)=O)C(N[C@H](C(C(=O)NC)=O)C[C@H]1C(N[C@@H](C1)C)=O)=O